2-(1-(3-(trifluoromethoxy)phenyl)-1H-imidazol-4-yl)acetic acid FC(OC=1C=C(C=CC1)N1C=NC(=C1)CC(=O)O)(F)F